NC1CC2(C1)CN(CCC2)C(=O)OC(C)(C)C tert-Butyl 2-amino-6-azaspiro[3.5]nonane-6-carboxylate